S(N)(OC[C@@H]1[C@H](C[C@@H](C1)NC1=NC=NC=C1C(=O)C=1OC=C(C1)[C@@H](C(=C)C)O)O)(=O)=O {(1R,2S,4R)-2-Hydroxy-4-[(5-[4-[(1R)-1-hydroxy-2-methylprop-2-en-1-yl]-2-furoyl]pyrimidin-4-yl)amino]cyclopentyl}methyl sulfamate